4-(2-fluoro-6-methoxy-3-methylphenyl)-N-(4-(4-hydroxybutyl)-5-oxo-4,5-dihydro-1,3,4-thiadiazol-2-yl)-6-methylnicotinamide FC1=C(C(=CC=C1C)OC)C1=CC(=NC=C1C(=O)NC=1SC(N(N1)CCCCO)=O)C